Phosphoglycerol P(=O)(O)(O)OCC(O)CO